ClC=1C=C(C=C(C1)C#N)N1C=C(C2=C1N=CN=C2N2[C@H](CN(CC2)C(=O)OC(C)(C)C)C)N2C(CCC2)=O tert-butyl (S)-4-(7-(3-chloro-5-cyanophenyl)-5-(2-oxopyrrolidin-1-yl)-7H-pyrrolo[2,3-d]pyrimidin-4-yl)-3-methylpiperazine-1-carboxylate